COC1=CC=C(C(/C=C/C2=CC=C(C=C2)O)=O)C=C1 4'-methoxy-4-hydroxychalcone